N-(2-((2-(2,6-difluoro-3,5-dimethoxyphenyl)furo[3,2-b]pyridin-5-yl)amino)-5-(4-ethylpiperidin-1-yl)phenyl)acrylamide FC1=C(C(=C(C=C1OC)OC)F)C1=CC2=NC(=CC=C2O1)NC1=C(C=C(C=C1)N1CCC(CC1)CC)NC(C=C)=O